tert-butyl N-[(3R)-5-[(4-chlorophenyl)methyl]-7-[5-(2,2-difluoromorpholin-4-yl)-1,3,4-oxadiazol-2-yl]-1,1,4-trioxo-2,3-dihydro-1λ6,5-benzothiazepin-3-yl]carbamate ClC1=CC=C(C=C1)CN1C([C@H](CS(C2=C1C=C(C=C2)C=2OC(=NN2)N2CC(OCC2)(F)F)(=O)=O)NC(OC(C)(C)C)=O)=O